C(C1=CC=CC=C1)OCCOC=1C=CC(=C(C1)C1=NC2=C(C=NC=C2)N1)F 2-(5-(2-(benzyloxy)ethoxy)-2-fluorophenyl)-3H-imidazo[4,5-c]pyridine